COC1=C(C=C(C=C1C)B(O)O)C 4-methoxy-3,5-dimethylphenylboronic acid